ClC=1N=C(C2=C(N1)N(C=C2)[C@H]2[C@@H]([C@@H]([C@H](O2)COCP(O)(=O)OCOC(=O)OC)O)O)NC2CCCC2 [(2R,3S,4R,5R)-5-[2-chloro-4-(cyclopentyl-amino)pyrrolo[2,3-d]-pyrimidin-7-yl]-3,4-dihydroxy-tetrahydro-furan-2-yl]methoxy-methyl-(methoxy-carbonyloxymethoxy)-phosphinic acid